4-[(6-{3-azabicyclo[3.1.0]hex-3-yl}-2-methylpyridin-3-yl)methyl]-1-{[2-(trimethylsilyl)ethoxy]-methyl}-1H-pyrrole-2-carboxylic acid methyl ester COC(=O)C=1N(C=C(C1)CC=1C(=NC(=CC1)N1CC2CC2C1)C)COCC[Si](C)(C)C